benzidinebenzoic acid C=1(C(=CC(N)=CC1)C1=CC=CC=C1C(=O)O)C1=CC=C(N)C=C1